2-aminobenzoic acid tert-butyl-(6s,7r)-7-((3-(2,6-bis(benzyloxy)pyridin-3-yl)-1-methyl-1H-indazol-7-yl)amino)-6-methyl-2-azaspiro[3.5]nonane-2-carboxylate C(C)(C)(C)OC(=O)N1CC2(C1)C[C@@H]([C@@H](CC2)NC=2C=CC=C1C(=NN(C21)C)C=2C(=NC(=CC2)OCC2=CC=CC=C2)OCC2=CC=CC=C2)C.NC2=C(C(=O)O)C=CC=C2